trans-3-[(5-chloro-2-fluorobenzyl)oxy]-N-{2-fluoro-3-[6-oxo-4-(trifluoromethyl)-1,6-dihydropyrimidine-2-yl]-4-(trifluoromethyl)benzyl}cyclobutane-1-carboxamide ClC=1C=CC(=C(CO[C@@H]2C[C@H](C2)C(=O)NCC2=C(C(=C(C=C2)C(F)(F)F)C=2NC(C=C(N2)C(F)(F)F)=O)F)C1)F